FC=1C=CC(=NC1)NC(CC)=O N-(5-fluoropyridin-2-yl)propanamid